3,4-dihydro-1H-Isoquinoline-2-carboxylic acid tert-butyl ester C(C)(C)(C)OC(=O)N1CC2=CC=CC=C2CC1